NC1=C(C=C(C=N1)NC(C(=O)N1[C@@H](CC[C@H](C1)C)C1=CC(=CC=C1)O)=O)C N-(6-amino-5-methyl-3-pyridyl)-2-[(2S,5R)-2-(3-hydroxyphenyl)-5-methyl-1-piperidyl]-2-oxo-acetamide